tert-butyl (2S)-2-({(1S)-1-cyano-2-[4-(3-methyl-2-oxo-2,3-dihydro-1,3-benzoxazol-5-yl)phenyl]ethyl}carbamoyl)-1,4-oxazepane-4-carboxylate C(#N)[C@H](CC1=CC=C(C=C1)C=1C=CC2=C(N(C(O2)=O)C)C1)NC(=O)[C@H]1OCCCN(C1)C(=O)OC(C)(C)C